tert-butyl (S)-4-(1-((6-ethoxy-2-methylpyrazolo[1,5-a]pyridin-5-yl)carbamoyl)-2,3-dihydro-1H-pyrrolo[2,3-b]pyridin-4-yl)-2-methylpiperazine-1-carboxylate C(C)OC=1C(=CC=2N(C1)N=C(C2)C)NC(=O)N2CCC=1C2=NC=CC1N1C[C@@H](N(CC1)C(=O)OC(C)(C)C)C